FC=1C=C(C=CC1F)C1(CC1)O 1-(3,4-difluorophenyl)cyclopropyl alcohol